C(C)(C)(C)C1=C(C(O)=CC=C1O)C(C(=O)O)O 3-tertiary butyl-hydroquinone-glycolic acid